5-(4-(Hexyloxy)-1,2,5-thiadiazol-3-yl)-1-methyl-1-(1-(pivaloyloxy)ethyl)-1,2,3,6-tetrahydropyridin-1-ium iodide [I-].C(CCCCC)OC=1C(=NSN1)C1=CCC[N+](C1)(C(C)OC(C(C)(C)C)=O)C